ClC1=CC(=C(C(=O)N2C[C@H](N(CC2)C=2C(=NC(=CC2)C2=C(C=CC=C2)OCC)C(=O)NCCN(C)C)CC)C=C1)C(F)(F)F 3-[(2R)-4-[4-chloro-2-(trifluoromethyl)benzoyl]-2-ethylpiperazin-1-yl]-N-[2-(dimethylamino)ethyl]-6-(2-ethoxyphenyl)pyridine-2-carboxamide